C(C)(C)[Si](C(C)C)(C(C)C)C#CC1=CC#CC=C1 4-(triisopropylsilylethynyl)benzyne